BrC1=NN(C(N1CC(=O)OCC)=O)CC1=CC=C(C=C1)Cl Ethyl 2-[3-bromo-1-[(4-chlorophenyl)methyl]-5-oxo-4,5-dihydro-1H-1,2,4-triazol-4-yl]acetate